C(C)C1=C(C=CC(=N1)N)C1=CC=CC=2N1N=CC2 6-ethyl-5-(pyrazolo[1,5-a]pyridin-7-yl)pyridin-2-amine